C1(CC1)CN1C(=NC2=C1C=CC=C2)C2CCN(CC2)CC=2C=C1C(=NN(C1=CC2)C2=CC(=CC=C2)F)C 5-((4-(1-(cyclopropylmethyl)-1H-benzo[d]imidazol-2-yl)piperidin-1-yl)methyl)-1-(3-fluorophenyl)-3-methyl-1H-indazole